[O-]O.CC(C)(C=CC(C)(OOC(C)(C)C)C)OOC(C)(C)C 2,5-dimethyl-2,5-bis(t-butyldioxy)hexene hydroperoxide